OCCOC(C(=C)C)=O.FC(N1N=CC(=C1)C1=CC(=C(C(=C1)F)C1C(C(N1C1=CC2=C(N(C=N2)COCC[Si](C)(C)C)C=C1)=O)C)F)F 4-(4-(1-(difluoromethyl)-1H-pyrazol-4-yl)-2,6-difluorophenyl)-3-methyl-1-(1-((2-(trimethylsilyl)ethoxy)methyl)-1H-benzo[d]imidazol-5-yl)azetidin-2-one hydroxyethyl-methacrylate